7-bromo-3-butyl-8-methoxy-3-methyl-2,3-dihydro-1,5-benzothiazepine-4(5H)-one BrC=1C(=CC2=C(NC(C(CS2)(C)CCCC)=O)C1)OC